6-methoxy-3-methylene-2-(4-trifluoromethoxyphenyl)isoindolin-1-one COC1=CC=C2C(N(C(C2=C1)=O)C1=CC=C(C=C1)OC(F)(F)F)=C